3,3-dimethyl-butene CC(C=C)(C)C